BrC1=CC2=C(N=C(N=C2N[C@H](C)C2=C(C(=CC=C2)C(C(C)(O[Si](CC)(CC)CC)C)(F)F)F)C(F)F)C=N1 6-Bromo-2-(difluoromethyl)-N-[(1R)-1-(3-{1,1-difluoro-2-methyl-2-[(triethylsilyl)oxy]propyl}-2-fluorophenyl)ethyl]pyrido[3,4-d]pyrimidin-4-amine